piperidine-3-carboxylic acid (1-methyl-cyclobutyl)-amide CC1(CCC1)NC(=O)C1CNCCC1